1-(2-((4-fluoro-3-methoxyphenyl)amino)-5-methylpyrimidin-4-yl)-N-(2-hydroxy-1-phenylethyl)-1H-pyrrole-3-carboxamide FC1=C(C=C(C=C1)NC1=NC=C(C(=N1)N1C=C(C=C1)C(=O)NC(CO)C1=CC=CC=C1)C)OC